6-((2-amino-3-chloropyridin-4-yl)thio)-3-(4-(aminomethyl)-4-methylpiperidin-1-yl)pyrazin-2(1H)-one NC1=NC=CC(=C1Cl)SC1=CN=C(C(N1)=O)N1CCC(CC1)(C)CN